tert-butyl (5-(2-cyclopropyl-1-(5,5-difluoro-2-oxotetrahydropyrimidin-1(2H)-yl)ethyl)thiazol-2-yl)carbamate C1(CC1)CC(N1C(NCC(C1)(F)F)=O)C1=CN=C(S1)NC(OC(C)(C)C)=O